2,6-Dichloro-9-phenyl-9H-purine ClC1=NC(=C2N=CN(C2=N1)C1=CC=CC=C1)Cl